C(#N)CC=1C2=C(SC1C#CC)C(=CC=C2)N[C@@H]2[C@H](CN(CC2)C)F 3-(3-(cyanomethyl)-7-(((3S,4S)-3-fluoro-1-methylpiperidin-4-yl)amino)benzo[b]thiophen-2-yl)prop-2-yn